COC1=CC=C(CN2C(N(CCC2=O)C=2C=C(C=O)C=CC2)=O)C=C1 3-(3-(4-methoxybenzyl)-2,4-dioxotetrahydropyrimidin-1(2H)-yl)-benzaldehyde